ClC(C)(C)C1=CC(=CC=C1)C(C)(C)Cl 1,3-bis(2-chloro-2-propyl)benzene